COC(CN1C2=C(N(C([C@H](CC1)NC1=C(C#N)C(=CC(=N1)C)C(F)(F)F)=O)C)C=CC=C2C)OC (S)-2-((6-(2,2-dimethoxyethyl)-1,7-dimethyl-2-oxo-1,2,3,4,5,6-hexahydrobenzo[b][1,4]diazocin-3-yl)amino)-6-methyl-4-(trifluoromethyl)nicotinonitrile